OC1=CC=C(C=C1)CCNC([C@H](CCCCNC(=O)C1=C(C=C2C=CC(=CC2=C1)S(=O)(=O)[O-])O)NC(=O)C1=C(C=C2C=CC(=CC2=C1)S(=O)(=O)[O-])O)=O.C(C)[NH+](CC)CC.C(C)[NH+](CC)CC triethylammonium (S)-7,7'-(((6-((4-hydroxyphenylethyl)amino)-6-oxohexane-1,5-diyl)bis(imino))bis(carbonyl))bis(6-hydroxynaphthalene-2-sulfonate)